(1R,2S,5S)-3-[(2S)-2-(2,2-difluoropropanoylamino)-3-methyl-butanoyl]-6,6-dimethyl-3-azabicyclo[3.1.0]hexane-2-carboxylate FC(C(=O)N[C@H](C(=O)N1[C@@H]([C@H]2C([C@H]2C1)(C)C)C(=O)[O-])C(C)C)(C)F